tert-Butyl 5'-(6-((1-methyl-1H-pyrazol-4-yl)amino)-1-(phenylsulfonyl)-1H-indol-3-yl)spiro[cyclopropane-1,3'-pyrrolo[2,3-b]pyridine]-1'(2'H)-carboxylate CN1N=CC(=C1)NC1=CC=C2C(=CN(C2=C1)S(=O)(=O)C1=CC=CC=C1)C=1C=C2C(=NC1)N(CC21CC1)C(=O)OC(C)(C)C